COC(C1=C(C=CC=C1)C1(CC1)C#N)=O (1-cyanocyclopropyl)benzoic acid methyl ester